4-((2,3-Dihydro-1H-pyrrolo[2,3-c]pyridin-4-yl)amino)-N-(4-(4-methylpiperazin-1-yl)phenyl)-2-oxo-1,2-dihydropyridine-3-carboxamide N1CCC=2C1=CN=CC2NC2=C(C(NC=C2)=O)C(=O)NC2=CC=C(C=C2)N2CCN(CC2)C